C(#N)[C@H](C[C@H]1C(NCC1)=O)NC(=O)C1N(CC2(C1)CCCCC2)C(=O)C=2NC1=CC=CC(=C1C2)OC N-[(1S)-1-cyano-2-[(3S)-2-oxopyrrolidin-3-yl]ethyl]-2-(4-methoxy-1H-indole-2-carbonyl)-2-azaspiro[4.5]decane-3-carboxamide